C1(CCCC1)C1=CC(=NN1)NC1=NC(=NC=C1)N1C[C@H](CC1)CN(C(OC(C)(C)C)=O)C tert-butyl N-[[(3S)-1-[4-[(5-Cyclopentyl-1H-pyrazol-3-yl)amino]pyrimidin-2-yl]pyrrolidin-3-yl]methyl]-N-methyl-carbamate